(6R)-6-(dimethylamino)-N'-((8-fluoro-1,2,3,5,6,7-hexahydro-s-indacen-4-yl)carbamoyl)-6,7-dihydro-5H-pyrazolo[5,1-b][1,3]oxazine-3-sulfonimidamide CN([C@@H]1CN2C(OC1)=C(C=N2)S(=O)(N)=NC(NC2=C1CCCC1=C(C=1CCCC21)F)=O)C